NC1=CC=C(N=N1)CC1(C(NCCC1)=O)C(=O)O 3-((6-aminopyridazin-3-yl)methyl)-2-oxopiperidine-3-carboxylic acid